C(C)OC(=O)C1=NC=NC=C1F 5-fluoro-pyrimidine-4-carboxylic acid ethyl ester